C[C@@H]1N(CC[C@H]1OC(C1=CC=C(C=C1)[N+](=O)[O-])=O)C(=O)OC(C)(C)C tert-butyl (2S,3R)-2-methyl-3-((4-nitrobenzoyl)oxy)pyrrolidine-1-carboxylate